F[C@H]1C[C@H](N2N=C(N=C21)C(C)=O)C2=CC=CC=C2 1-(cis-7-fluoro-5-phenyl-6,7-dihydro-5H-pyrrolo[1,2-b][1,2,4]triazol-2-yl)ethanone